4-((2R,6S)-1-acetyl-4-acryloyl-6-methylpiperazin-2-yl)-6-chloro-6'-fluoro-N-methyl-[2,4'-bipyridine]-2'-carboxamide C(C)(=O)N1[C@@H](CN(C[C@@H]1C)C(C=C)=O)C1=CC(=NC(=C1)Cl)C1=CC(=NC(=C1)F)C(=O)NC